N1=C(NC2=C1C=CC=C2)S(=O)(=O)O benzimidazolesulfonic Acid